(9S)-7-[4-(4,4-difluoro-2,8-diazaspiro[4.5]decan-8-yl)phenyl]-4,5,9,13-tetramethyl-3-thia-1,8,11,12-tetrazatricyclo[8.3.0.02,6]trideca-2(6),4,7,10,12-pentaene FC1(CNCC12CCN(CC2)C2=CC=C(C=C2)C=2C=1C(=C(SC1N1C(=NN=C1[C@@H](N2)C)C)C)C)F